tert-butyl (RS-cis)-octahydro-1H-pyrrolo[3,4-b]pyridine-1-carboxylate N1([C@@H]2[C@H](CCC1)CNC2)C(=O)OC(C)(C)C